(4-(3-(2-nitro-1-phenylethyl)-1H-indol-2-yl)phenyl)boronic acid [N+](=O)([O-])CC(C1=CC=CC=C1)C1=C(NC2=CC=CC=C12)C1=CC=C(C=C1)B(O)O